7-bromo-2,3-dihydrobenzofuran-5-carbonitrile BrC1=CC(=CC=2CCOC21)C#N